N-((1S,3R)-3-((3',6-difluoro-2'-hydroxy-[1,1'-biphenyl]-3-yl)methyl)-3-(3-(hydroxymethyl)-1,2,4-oxadiazol-5-yl)cyclopentyl)methanesulfonamide FC=1C(=C(C=CC1)C1=CC(=CC=C1F)C[C@]1(C[C@H](CC1)NS(=O)(=O)C)C1=NC(=NO1)CO)O